S(=O)(=O)([O-])C1=CC=C(C)C=C1.COC1=NC(=NC(=N1)OC)[N+]1(CCOCC1)C 4-(4,6-Dimethoxy-1,3,5-triazin-2-yl)-4-methylmorpholin-4-ium tosylate